C(C=CCCCCCCCCCCCCCCCCC)(=O)C(O)(C[N+](C)(C)C)CC([O-])=O eicosenoyl-carnitine